3-(2,2-difluorocyclopropyl)-2-hydroxy-2H-furan-5-one FC1(C(C1)C=1C(OC(C1)=O)O)F